C(C)(C)(C)OC(N[C@@H]1CC[C@H](CC1)C1=NN=C(N1C)COC1=CC(=CC=C1)C(F)(F)F)=O N-[trans-4-[4-methyl-5-[[3-(trifluoromethyl)phenoxy]methyl]-1,2,4-triazol-3-yl]cyclohexyl]carbamic acid tert-butyl ester